C(#N)C1=C(N=C2N(C1=O)C=C(C=C2[C@@H](C)NC2=C(C(=O)O)C=CC=C2)C)N2CCN(CC2)C=2C(=NN(C2)C)C#N (R)-2-((1-(3-cyano-2-(4-(3-cyano-1-methyl-1H-pyrazol-4-yl)piperazin-1-yl)-7-methyl-4-oxo-4H-pyrido[1,2-a]pyrimidin-9-yl)ethyl)amino)benzoic acid